(4-((2-methoxy-3-(1-(methyl-d3)-1H-1,2,4-triazol-3-yl)phenyl)amino)-5-(propanoyl-3,3,3-d3)pyridin-2-yl)cyclopropanecarboxamide COC1=C(C=CC=C1C1=NN(C=N1)C([2H])([2H])[2H])NC1=CC(=NC=C1C(CC([2H])([2H])[2H])=O)C1(CC1)C(=O)N